C(C)(C)(C)/[N+](=C/C1=CC(=CC=C1)C1=NN(C(C2=CC=CC=C12)=O)C1=CC(=CC=C1)F)/[O-] (Z)-N-tert-Butyl-1-(3-(3-(3-fluorophenyl)-4-oxo-3,4-dihydrophthalazin-1-yl)phenyl)methanimine Oxide